NC=1C=2N(C3=CC(=C(C=C3N1)F)C(=O)N([C@@H]1COC3=C1C=CC(=C3)C=3C=NC(=NC3)C)C)C=NC2 (S)-4-amino-7-fluoro-N-methyl-N-(6-(2-methylpyrimidin-5-yl)-2,3-dihydrobenzofuran-3-yl)imidazo[1,5-a]quinoxaline-8-carboxamide